OC1=CC=C(C(=O)O)C=C1.C(CC)[Na] propyl-(sodium) p-hydroxybenzoate